1-({5-[(3,4-dichlorophenyl)methoxy]pyrazin-2-yl}methyl)-N-methylazetidine-3-carboxamide ClC=1C=C(C=CC1Cl)COC=1N=CC(=NC1)CN1CC(C1)C(=O)NC